COCC[NH+](C)C N-(2-methoxyethyl)-N,N-dimethylammonium